C(C)OC(=O)N1C[C@@H]2N(OC[C@@H]2C1)[C@@H](CO)C1=CC=CC=C1 (3aR,6aR)-1-((R)-hydroxy-1-phenylethyl)tetrahydro-1H-pyrrolo[3,4-c]isoxazole-5(3H)-carboxylic acid ethyl ester